2-cyclopropyl-1-(2,3-dihydroxybenzyl)-N-(4-(ethylsulfonyl)benzyl)-1H-benzo[d]imidazole-5-carboxamide C1(CC1)C1=NC2=C(N1CC1=C(C(=CC=C1)O)O)C=CC(=C2)C(=O)NCC2=CC=C(C=C2)S(=O)(=O)CC